[1-(4,4-dimethyl-2,6-dioxacyclohex-1-ylidene)ethyl]-L-lysine CC1(COC(OC1)=C(C)N[C@@H](CCCCN)C(=O)O)C